2-(3-(ethoxymethyl)-3-phenethylpyrrolidin-1-yl)-1-(6-methylpyridin-3-yl)ethanol C(C)OCC1(CN(CC1)CC(O)C=1C=NC(=CC1)C)CCC1=CC=CC=C1